C(C1=CC=CC=C1)OC1=C(C(=C(C=C1)C=1C(=NN(C1)CCC1=NC(=CC=C1)OC)C)F)F 2-(2-(4-(4-(benzyloxy)-2,3-difluorophenyl)-3-methyl-1H-pyrazol-1-yl)ethyl)-6-methoxypyridine